5-chloro-N-methylpyrazole ClC1=CC=NN1C